CC1C(CC(C(O1)OC)O)([C@H](C[C@@H]([C@@H]([C@@H](C)O)O)OC)O)O Caryophyllan